ClC1=C(C=C(OCC(=O)NC23CC(C2)(C3)C(=O)NCC3=CC(=CC=C3)OC(F)F)C=C1)F 3-[2-(4-chloro-3-fluorophenoxy)acetamido]-N-{[3-(difluoromethoxy)phenyl]methyl}bicyclo[1.1.1]pentane-1-carboxamide